2-((2-ethyl-4-(4-methylpiperazin-1-yl)phenyl)amino)pyrimidine-5-carbonitrile C(C)C1=C(C=CC(=C1)N1CCN(CC1)C)NC1=NC=C(C=N1)C#N